NC1=C2NC(N(C2=NC(=N1)OCC)CC=1C=NC(=CC1)OCCN(C)C)=O 6-amino-9-({6-[2-(dimethylamino)ethoxy]pyridin-3-yl}methyl)-2-ethoxy-7,9-dihydro-8H-purine-8-one